β-L-galactopyranose O[C@@H]1[C@@H](O)[C@H](O)[C@H](O)[C@@H](O1)CO